C(C1=CC=CC=C1)OC=1C=C2CC[C@@H]([C@@H](C2=CC1)C1=CC=C(C=C1)N1CCN(CC1)C[C@H]1[C@@H](CCCC1)C=O)C1=CC=CC=C1 (1R,2R)-2-((4-(4-((1R,2S)-6-(benzyloxy)-2-phenyl-1,2,3,4-tetrahydronaphthalen-1-yl)phenyl)piperazin-1-yl)methyl)cyclohexane-1-carboxaldehyde